FC(OC1=CC=C(C(=N1)C)S(=O)(=O)N1CCC2(CC(C2)N2CC3(COC3)C2)CC1)F 6-(7-((6-(difluoromethoxy)-2-methylpyridin-3-yl)sulfonyl)-7-azaspiro[3.5]non-2-yl)-2-oxa-6-azaspiro[3.3]heptane